FC1=C(C(=O)N2C(CN(CC2)C(=O)OC(C)(C)C)(C)C)C(=CC(=C1SC1=CN=C(S1)NC(=O)C1=CSC=C1)C)OC Tert-butyl 4-(2-fluoro-6-methoxy-4-methyl-3-((2-(thiophene-3-carboxamido) thiazol-5-yl) thio) benzoyl)-3,3-dimethylpiperazine-1-carboxylate